CC(C(=O)N1C=NC(=C1)C1=C(N=C2N1C=CC=N2)C2=NC(=NN2)C(F)(F)F)(C)C 2,2-dimethyl-1-(4-{2-[3-(trifluoromethyl)-1H-1,2,4-triazol-5-yl]imidazo[1,2-a]pyrimidin-3-yl}-1H-imidazol-1-yl)propan-1-one